C[Si](CCOCN1C(=NC2=C1CNC2)C2=NNC1=CC=CC=C21)(C)C 3-(1-((2-(trimethylsilyl)ethoxy)methyl)-1,4,5,6-tetrahydropyrrolo[3,4-d]imidazol-2-yl)-1H-indazole